C[C@]1(C(NC(N1)=O)=O)C1=CC=C(C=C1)C(=O)N1CCC(CC1)N1N=C2C=CC(=CC2=C1)C (R)-5-methyl-5-{4-[4-(5-methylindazol-2-yl)piperidine-1-carbonyl]phenyl}imidazolidine-2,4-dione